NC1=C(N=CC(=N1)N1CCC2(CC1)[C@@H](C1=CC(=C(C=C1C2)F)Br)N)SC2=C(C(=NC=C2)N)Cl (S)-1'-(6-amino-5-((2-amino-3-chloropyridin-4-yl)thio)pyrazin-2-yl)-6-bromo-5-fluoro-1,3-dihydrospiro[indene-2,4'-piperidin]-1-amine